C(#N)C1=CNC2=C(C=CC(=C12)C)NS(=O)(=O)C=1C=NN(C1)CC(F)F N-(3-Cyano-4-methyl-1H-indol-7-yl)-1-(2,2-difluoroethyl)pyrazol-4-sulfonamid